BrC1=CC(=NC2=CC=C(C(=C12)Cl)F)NC(OC(C)(C)C)=O tert-butyl N-(4-bromo-5-chloro-6-fluoroquinolin-2-yl)carbamate